ClC1=NC(=CC(=C1)S(=O)(=O)N[C@@H]1COC2=CC(=C(C=C2[C@@H]1O)Cl)F)N1CC(C1)C(F)F 2-Chloro-N-((3R,4S)-6-chloro-7-fluoro-4-hydroxychroman-3-yl)-6-(3-(difluoromethyl)azetidin-1-yl)pyridine-4-sulfonamide